C(C)(C)NCC(CC1=CC=C(C=C1)[N+](=O)[O-])O (isopropylamino)-3-(4-nitrophenyl)propan-2-ol